BrC1=CC=C2N=CC(=NC2=C1)NC1CCN(CC1)C 7-bromo-N-(1-methylpiperidin-4-yl)quinoxalin-2-amine